tert-butyl 4-((1r,4r)-4-(6-(2-hydroxypropan-2-yl)-5-(2,2,2-trifluoroacetamido)-2H-indazol-2-yl)cyclohexyl)piperazine-1-carboxylate OC(C)(C)C=1C(=CC2=CN(N=C2C1)C1CCC(CC1)N1CCN(CC1)C(=O)OC(C)(C)C)NC(C(F)(F)F)=O